C(C)(C)C1=NOC(=N1)N1CCC(CC1)C(C)OC1=NN2C(S1)=NC(=C2)C2=CC=C(C#N)C=C2 4-(2-(1-(1-(3-isopropyl-1,2,4-oxadiazol-5-yl)piperidin-4-yl)ethoxy)imidazo[2,1-b][1,3,4]thiadiazol-6-yl)benzonitril